1-(2,6-dioxopiperidin-3-yl)-3-methyl-1H-indole O=C1NC(CCC1N1C=C(C2=CC=CC=C12)C)=O